2-((2-(N-(2-(Dimethylamino)ethyl)sulfamoyl)ethyl)amino)-2-((octanoyloxy)methyl)propane-1,3-diyl dioctanoate C(CCCCCCC)(=O)OCC(COC(CCCCCCC)=O)(COC(CCCCCCC)=O)NCCS(NCCN(C)C)(=O)=O